C(C)S(=O)(=O)C1=C(C=CC=C1)S(=O)(=O)N 2-(ethanesulfonyl)benzene-1-sulfonamide